ClC=1C(=C2C(=NC1C)CN(C2)C(=O)[C@H]2CN(CC2)C=2C=NC(=NC2)OC)C (3-Chloro-2,4-dimethyl-5,7-dihydropyrrolo[3,4-b]pyridin-6-yl)-[(3R)-1-(2-methoxypyrimidin-5-yl)pyrrolidin-3-yl]methanon